(S)-benzyl (12-((2-(1-(3-ethoxy-4-methoxyphenyl)-2-(methylsulfonyl)ethyl)-1,3-dioxoisoindolin-4-yl)amino)-12-oxododecyl)carbamate C(C)OC=1C=C(C=CC1OC)[C@@H](CS(=O)(=O)C)N1C(C2=CC=CC(=C2C1=O)NC(CCCCCCCCCCCNC(OCC1=CC=CC=C1)=O)=O)=O